C(C)OC(=O)C1=C(OC2=C1C=C(C=C2)S)C.C(C)C2=NOC(=N2)[C@@H]2C[C@@H](CC2)NC2CCC(CC2)(C#N)C2=CC=CC=C2 4-{[(1R,3S)-3-(3-Ethyl-1,2,4-oxadiazol-5-yl)cyclopentyl]amino}-1-phenylcyclohexanecarbonitrile ethyl-5-mercapto-2-methylbenzofuran-3-carboxylate